CC([O-])CC.CC([O-])CC.CC([O-])CC.[Al+3] aluminum trisecbutylate